CN(S(=O)(=O)N1CCC(CC1)C(F)(F)F)C N,N-dimethyl-4-(trifluoromethyl)piperidine-1-sulfonamide